2-(3,3-difluorocyclobutyl)-2H-tetrazol FC1(CC(C1)N1N=CN=N1)F